O[C@H](CC#C)C1=CC(=C(C=C1)O)[N+](=O)[O-] |r| rac-4-(1-hydroxybut-3-yn-1-yl)-2-nitro-phenol